[Sn+2].C(CCCCCC(C)(C)C)(=O)[O-].C(CCCCCC(C)(C)C)(=O)[O-] di-neodecanoate tin